O[C@@H]1[C@]2(C)[C@@H](CC1)[C@@H]1CCC3=CC(C=C[C@]3(C)[C@H]1CC2)=O 17β-hydroxy-1,4-androstadiene-3-one